5-(2-chloro-3-fluorophenyl)-3-((4-methoxyphenylethyl)amino)-4H-benzo[e][1,2,4]thiadiazine 1,1-dioxide ClC1=C(C=CC=C1F)C1=CC=CC2=C1NC(=NS2(=O)=O)NCCC2=CC=C(C=C2)OC